2'-(4,5-Dimethyl-1H-imidazol-2-yl)-5-methoxy-3,4'-bipyridin CC=1N=C(NC1C)C1=NC=CC(=C1)C=1C=NC=C(C1)OC